3-(methoxy-d3)-2-methyl-2-((5-nitro-1-(Benzenesulfonyl)-1H-pyrrolo[2,3-b]pyridin-4-yl)amino)propionic acid methyl ester COC(C(COC([2H])([2H])[2H])(NC1=C2C(=NC=C1[N+](=O)[O-])N(C=C2)S(=O)(=O)C2=CC=CC=C2)C)=O